7-cyclopentyl-N,N-dimethyl-2-((4-((2-(piperazin-1-yl)ethyl)-carbamoyl)phenyl)amino)-7H-pyrrolo[2,3-d]pyrimidine-6-carboxamide C1(CCCC1)N1C(=CC2=C1N=C(N=C2)NC2=CC=C(C=C2)C(NCCN2CCNCC2)=O)C(=O)N(C)C